3-azabicyclo[3.1.1]heptane-6-carboxylic acid C12CNCC(C1C(=O)O)C2